CC=1C=CC=2NC3=CC=CC=C3C2C1 2-e-3-methylcarbazole